C(C1=CC=CC=C1)OC(=O)N(CCSCCC(C(=O)OC)(C)C1=CC(=CC=C1)I)C methyl 4-((2-(((benzyloxy)carbonyl)(methyl)amino)ethyl)thio)-2-(3-iodophenyl)-2-methylbutanoate